[Cl-].C1(=CC=CC=C1)[S+](C1=CC=CC=C1)C1=CC=CC=C1 triphenylsulfonium chloride salt